(S)-2-(dimethylamino)-2-phenylacetic acid CN([C@H](C(=O)O)C1=CC=CC=C1)C